(2S,4R)-1-{2-acetyl-5-oxa-2-azaspiro[3.4]octane-7-carbonyl}-4-fluoro-N-[(S)-phenyl[4-(propan-2-yl)phenyl]methyl]pyrrolidine-2-carboxamide C(C)(=O)N1CC2(C1)OCC(C2)C(=O)N2[C@@H](C[C@H](C2)F)C(=O)N[C@H](C2=CC=C(C=C2)C(C)C)C2=CC=CC=C2